ClC1=NC=C(C(=NOCC(CN2CCCCC2)(C)O)Cl)C=C1 6-chloro-N-(2-hydroxy-2-methyl-3-(piperidin-1-yl)propoxy)nicotinimidoyl chloride